5-bromo-4-((3,4-difluorobenzyl)oxy)-2-fluoroaniline BrC=1C(=CC(=C(N)C1)F)OCC1=CC(=C(C=C1)F)F